butenyl lactate C(C(O)C)(=O)OC=CCC